BrC1=CN(C2=NC=C(C=C21)C(=O)NC(COCC2=C(C=CC=C2)Cl)(C)C)C 3-bromo-N-(1-((2-chlorobenzyl)oxy)-2-methylpropan-2-yl)-1-methyl-1H-pyrrolo[2,3-b]pyridine-5-carboxamide